C(C)OC(=O)[C@@]12CCC(N2CC(C1)=C(F)F)=O.NCC=1C=C(C=CC1)C=1C=C(C=CC1)COC1=C(C=CC=C1)CC(=O)OCC 5-(3-(aminomethyl)phenyl)-3-((2-(2-ethoxy-2-oxoethyl)phenoxy)methyl)benzene ethyl-(R)-2-(difluoromethylene)-5-oxotetrahydro-1H-pyrrolizine-7a(5H)-carboxylate